BrC=1C(=NN(N1)C)C(=O)C=1N=C2N(C=C(C=C2)C)C1 (5-bromo-2-methyl-2H-1,2,3-triazol-4-yl)(6-methylimidazo[1,2-a]pyridin-2-yl)methanone